CC1(C[C@H](N(C1)C([2H])([2H])[2H])C(=O)O)C 4,4-dimethyl-1-(2H3)methylproline